ClC=1C=C(C=NC1N1N=CC=N1)NC(=O)C=1C=NN(C1C(F)(F)F)C1=NC=CC=C1 N-(5-chloro-6-(2H-1,2,3-triazol-2-yl)pyridin-3-yl)-1-(pyridin-2-yl)-5-(trifluoromethyl)-1H-pyrazole-4-carboxamide